ethyl 4-(3,4-dichloro-2-nitro-phenyl)-3-oxo-butanoate ClC=1C(=C(C=CC1Cl)CC(CC(=O)OCC)=O)[N+](=O)[O-]